OC1=C(C=CC=C1C)C(C)=O 1-(2-Hydroxy-3-methylphenyl)ethanone